tert-butyl ((1-(2-nitro-5-(5-oxo-4,5-dihydro-1,2,4-oxadiazol-3-yl)phenyl)piperidin-3-yl)methyl)carbamate [N+](=O)([O-])C1=C(C=C(C=C1)C1=NOC(N1)=O)N1CC(CCC1)CNC(OC(C)(C)C)=O